O[C@@H](C)C=1N(C=CN1)C(CO)C=CC1=CC=C(C=C1)C1=CC=C(C=C1)OCC1(COC1)CO 2-(2-((S)-1-hydroxyethyl)-1H-imidazol-1-yl)-4-(4'-((3-(hydroxymethyl)oxetan-3-yl)methoxy)-[1,1'-biphenyl]-4-yl)but-3-en-1-ol